N1(CCCCC1)C=1SC=2C(=NC(=C(C2)NC(=O)C=2N=C(OC2)C2=CC(=NC=C2)OC)N2CCCCC2)N1 N-(2,5-di(piperidin-1-yl)thiazolo[4,5-b]pyridin-6-yl)-2-(2-methoxypyridin-4-yl)oxazole-4-carboxamide